COC(NC1=NC=C(C2=CC(=CC=C12)NCC=1C=NC(=NC1)OCC1CC=2N(CC1)C=CN2)Cl)=O N-[4-chloro-6-[[2-(5,6,7,8-tetrahydroimidazo[1,2-a]pyridin-7-ylmethoxy)pyrimidin-5-yl]methylamino]-1-isoquinolinyl]carbamic acid methyl ester